(R)-3-(3-chloro-4-fluorophenyl)-1-isopropyl-1-((1-methoxyisoquinolin-4-yl)methyl)urea ClC=1C=C(C=CC1F)NC(N(CC1=CN=C(C2=CC=CC=C12)OC)C(C)C)=O